2H-spiro[benzofuran-3,1'-cyclopropane]-2'-yl-carboxylic acid C12(C(C1)C(=O)O)COC1=C2C=CC=C1